NCCCCNCCCCN di(4-amino-butyl)amine